trifluoromethanesulfonic acid 6-cyano-1-methyl-2-oxo-1,2-dihydro-1,5-naphthyridin-4-yl ester C(#N)C=1N=C2C(=CC(N(C2=CC1)C)=O)OS(=O)(=O)C(F)(F)F